C(C)(C)(C)OC(=O)N1C(CC1)\C=C\S(NC(NC1=C2CCCC2=CC=2CCCC12)=O)(=O)=O tert-Butyl-(E)-2-(2-(N-((1,2,3,5,6,7-hexahydro-s-indacen-4-yl)carbamoyl)sulfamoyl)vinyl)-azetidin-1-carboxylat